4-chloro-6-((6-cyclopropylimidazo[1,2-a]pyridin-2-yl)methoxy)pyrimidine-2-carboxamide ClC1=NC(=NC(=C1)OCC=1N=C2N(C=C(C=C2)C2CC2)C1)C(=O)N